N(=C=O)CCCN1C(C(CC1=O)=C)=O 1-(3-isocyanatopropyl)-3-methylenepyrrolidine-2,5-dione